COC1=NC(=NC=C1)C1=CC=CC=2N=C(SC21)N 7-(4-methoxypyrimidin-2-yl)benzo[d]thiazol-2-amine